CCCCCCCCC(=O)OC The molecule is a fatty acid methyl ester obtained from the formal condensation of methanol and nonanoic acid; a colourless liquid with a fruity odour, used in perfumes and flavours, and for medical research. It has a role as an epitope, a fragrance, an antifungal agent, an antinematodal drug and a plant metabolite. It derives from a methanol and a nonanoic acid.